OC1=CC(=C(C=C1)C)C 1-hydroxy-3,4-dimethyl-benzene